methyl 7-(difluoromethyl)-1H-benzo[d]imidazole-2-carboxylate FC(C1=CC=CC2=C1NC(=N2)C(=O)OC)F